(R)-1-(3-chloro-5'-fluoro-2'-hydroxy-3'-(4-(3-methylpiperazin-1-yl)-1H-benzo[d][1,2,3]triazol-6-yl)-[1,1'-biphenyl]-4-yl)-3-methyl-1H-imidazol-2(3H)-one ClC=1C=C(C=CC1N1C(N(C=C1)C)=O)C1=C(C(=CC(=C1)F)C=1C=C(C2=C(NN=N2)C1)N1C[C@H](NCC1)C)O